C(C)(C)(C)NC1CN(CC1)C=1N=NC(=CN1)C1=C(C=C(C=C1)C=1C=NN(C1)C([2H])([2H])[2H])O 2-{3-[3-(tert-butylamino)pyrrolidin-1-yl]-1,2,4-triazin-6-yl}-5-[1-(2H3)methyl-1H-pyrazol-4-yl]phenol